C(C)C1=C(C=CC=C1)F 1-ethyl-2-fluorobenzene